tert-butyl 8-[4-(4,4,5,5-tetramethyl-1,3,2-dioxaborolan-2-yl)-1H-pyrazol-1-yl]octanoate CC1(OB(OC1(C)C)C=1C=NN(C1)CCCCCCCC(=O)OC(C)(C)C)C